methyl 3-(4-(5-chloro-6-(4-(3-methyloxetan-3-yl)piperazin-1-yl)-1H-indazol-1-yl)-1H-pyrazol-1-yl)bicyclo[1.1.1]pentane-1-carboxylate ClC=1C=C2C=NN(C2=CC1N1CCN(CC1)C1(COC1)C)C=1C=NN(C1)C12CC(C1)(C2)C(=O)OC